N-{4-[4-(2-fluoropyridin-3-yl)phenoxy]tetrahydro-furan-3-yl}propane-2-sulfonamide FC1=NC=CC=C1C1=CC=C(OC2C(COC2)NS(=O)(=O)C(C)C)C=C1